COC=1C=C(CN2C3=C(C=4C=CC(=CC24)C(=O)O)C=NC=C3)C=CC1 5-(3-methoxybenzyl)-5H-pyrido[4,3-b]indole-7-carboxylic acid